(3aS,4S,6aR)-5-(tert-Butoxycarbonyl)-2,2-dimethyltetrahydro-4H-[1,3]dioxolo[4,5-c]pyrrole-4-carboxylic acid C(C)(C)(C)OC(=O)N1C[C@@H]2[C@H]([C@H]1C(=O)O)OC(O2)(C)C